COC1=C(C=CC(=C1)OC)NC=CC1=C(C(=NO1)C1=C(C=CC=C1Cl)Cl)C#N 5-[2-(2,4-Dimethoxyphenylamino)vinyl]-4-cyano-3-(2,6-dichlorophenyl)isoxazole